(S)-5-((5-(3-(2,2-difluoroethyl)-2-methyl-3H-imidazo[4,5-b]pyridin-5-yl)-7H-pyrrolo[2,3-d]pyrimidin-2-yl)amino)-1-methylpiperidin-2-one FC(CN1C(=NC=2C1=NC(=CC2)C2=CNC=1N=C(N=CC12)N[C@H]1CCC(N(C1)C)=O)C)F